ClC1=CC=C(C(=O)N2CCC(CC2)(O)CN2C=NC3=C(C2=O)C=CN3C3=CC=C(C=C3)[C@H]3CO[C@@H](CN3C(=O)OC(C)(C)C)C)C=C1 |r| rac-tert-butyl (2R,5S)-5-(4-(3-((1-(4-chlorobenzoyl)-4-hydroxypiperidin-4-yl)methyl)-4-oxo-3,4-dihydro-7H-pyrrolo[2,3-d]pyrimidin-7-yl)phenyl)-2-methylmorpholine-4-carboxylate